N-isopropyl-1H-indole-2-carboxamide C(C)(C)NC(=O)C=1NC2=CC=CC=C2C1